COC1=C(N=CC(=N1)C1CS(C1)(=O)=O)NC1=NNC2=CC(=CC=C12)[C@@H]1C[C@@]12C(NC1=CC=C(C=C21)OC)=O 3-[6-methoxy-5-({6-[(1R,2S)-5'-methoxy-2'-oxo-1',2'-dihydrospiro[cyclopropane-1,3'-indol]-2-yl]-1H-indazol-3-yl}amino)pyrazin-2-yl]-1λ6-thietane-1,1-dione